ClC1=C(COC=2C(=NC=C(C2)C2=C(C=CC=C2)C(F)(F)F)N)C(=CC=C1)Cl 3-(2,6-dichloro-benzyloxy)-5-(2-trifluoromethyl-phenyl)-pyridin-2-ylamine